CC1=C(C=CC(=C1)C)N1SC2=C(C1=O)C=C(C=C2)F 2-(2,4-dimethylphenyl)-5-fluorobenzo[d]isothiazol-3(2H)-one